CN1CCN(CC1)CC1=C(C(=O)N2CCC3(C(C3)CNC(=O)C3=CC=4C(=CN=CC4)O3)CC2)C=CC=C1 N-[[6-[2-[(4-methylpiperazin-1-yl)methyl]benzoyl]-6-azaspiro[2.5]octan-2-yl]methyl]furo[2,3-c]pyridine-2-carboxamide